N-Boc-N-phenyl-benzophenone hydrazone C(=O)(OC(C)(C)C)N(N=C(C1=CC=CC=C1)C1=CC=CC=C1)C1=CC=CC=C1